NC1=C(C=CC=C1CN1C(OC=C1)=N)NC(NC(COC)(C)C1=CC(=CC=C1)Cl)=S 3-{2-amino-3-[(2-imino-2,3-dihydro-1,3-oxazol-3-yl)methyl]phenyl}-1-[2-(3-chlorophenyl)-1-methoxypropan-2-yl]thiourea